ClC=1C=C(C=C(C1)Cl)C=1OC2=C(N1)C=CC(=C2)C(=O)Cl 2-(3,5-dichlorophenyl)-benzo[d]oxazole-6-carbonyl chloride